C(C1=CC=CC=C1)N1C(N(SC1=O)CCN1CCN(CC1)C1=NC=CC=C1)=O 4-benzyl-2-(2-(4-(pyridin-2-yl)piperazin-1-yl)ethyl)-1,2,4-thiadiazolidine-3,5-dione